(R)-benzyl (4-diazo-3-oxo-1-phenylbutan-2-yl)carbamate [N+](=[N-])=CC([C@@H](CC1=CC=CC=C1)NC(OCC1=CC=CC=C1)=O)=O